2-(3-Fluorophenyl)-N-(2-isoindolin-2-ylethyl)pyrazolo[1,5-a]pyrimidin-5-amine FC=1C=C(C=CC1)C1=NN2C(N=C(C=C2)NCCN2CC3=CC=CC=C3C2)=C1